6-methyl-pyridine CC1=CC=CC=N1